N-(4-(pyrimidin-2-yl)benzyl)piperazine-2-carboxamide N1=C(N=CC=C1)C1=CC=C(CNC(=O)C2NCCNC2)C=C1